sodium chlorobutyl-sulfonate ClCCCCS(=O)(=O)[O-].[Na+]